C1(=CC=CC2=CC=CC=C12)C=[N+]([O-])C(C)(C)C α-naphthyl-N-t-butylnitrone